C(C)(C)(C)C1CC12N(CCN(C2)C2=NC(=CC(=C2)[N+](=O)[O-])Br)C(=O)OC(OC)C2N(CNC2C(C)C)C (5-isopropyl-3-methylimidazolidin-4-yl)(methoxy)methanol tert-butyl-7-(6-bromo-4-nitropyridin-2-yl)-4,7-diazaspiro[2.5]octane-4-carboxylate